C1[C@@H]2[C@@H]([C@@H](C[C@]1(C(=O)O2)O)OC(=O)/C=C/C3=CC(=C(C=C3)O)O)OC(=O)/C=C/C4=CC(=C(C=C4)O)O 3,4-Dicaffeoyl-1,5-quinolactone